1-(2,6-bis(benzyloxy)pyridin-3-yl)-3-methyl-5-(4,4,5,5-tetramethyl-1,3,2-dioxaborolan-2-yl)-1H-benzo[d]imidazol-2(3H)-one C(C1=CC=CC=C1)OC1=NC(=CC=C1N1C(N(C2=C1C=CC(=C2)B2OC(C(O2)(C)C)(C)C)C)=O)OCC2=CC=CC=C2